CCN(CCO)CCO The molecule is a aminodiol that is diethanolamine in which the amino hydrogen has been replaced by an ethyl group. It is a metabolite of nitrogen mustards. It has a role as a human urinary metabolite, a human xenobiotic metabolite and a rat metabolite. It is an aminodiol, a tertiary amino compound and a primary alcohol. It derives from an ethanolamine.